CN1N=CC(=C1)C=1N=C(C=2N(C1)N=CC2)OC2N(CCCCC2)C(=O)OC(C)(C)C tert-butyl (4R)-[6-(1-methylpyrazol-4-yl)pyrazolo[1,5-a]pyrazin-4-yl]oxyazepane-1-carboxylate